FC(C1=CC=C(NC2=C(C=CC=C2)C2=NN=C(O2)C#N)C=C1)(F)F 5-[2-[4-(trifluoromethyl)anilino]phenyl]-1,3,4-oxadiazole-2-carbonitrile